δ-glycidoxybutyl-triethoxysilane C(C1CO1)OCCCC[Si](OCC)(OCC)OCC